OC[C@H]1O[C@H]([C@H]([C@H]([C@H]1O)O)OCC)OCC (2R,3R,4S,5S,6R)-2-(hydroxymethyl)-5,6-diethoxytetrahydro-2H-pyran-3,4-diol